N1-((trans)-2-(3'-(trifluoromethyl)-[1,1'-biphenyl]-4-yl)cyclopropyl)cyclobutane-1,3-diamine FC(C=1C=C(C=CC1)C1=CC=C(C=C1)[C@H]1[C@@H](C1)NC1CC(C1)N)(F)F